C(C)(C)(C)C1=C(C(C=NC2=C(C=CC=C2)N=CC=2C(O)=C(C=C(C2)C(C)(C)C)C(C)(C)C)=CC(=C1)C(C)(C)C)O N,N'-Bis(3,5-di-tert-butylsalicylidene)-1,2-diaminobenzene